benzyl (1R,4R,5R)-5-((4-nitrobenzoyl)oxy)-2-azabicyclo[2.2.1]heptane-2-carboxylate [N+](=O)([O-])C1=CC=C(C(=O)O[C@H]2[C@H]3CN([C@@H](C2)C3)C(=O)OCC3=CC=CC=C3)C=C1